C(CCC)C=1C=NC2=C3N=CC(=CC3=CC=C2C1)CCCC 3,8-dibutyl-1,10-phenanthroline